(2S)-2-[(1S)-1-{[(2R)-2-methoxy-2-phenylacetyl]oxy}ethyl]morpholine-4-carboxylic acid tert-butyl ester C(C)(C)(C)OC(=O)N1C[C@H](OCC1)[C@H](C)OC([C@@H](C1=CC=CC=C1)OC)=O